γ-glycidoxypropyl-dimethoxyethoxyisopropylsilane C(C1CO1)OCCC[SiH](C(C)C)OCC(OC)OC